1-(Cyclopropanecarbonyl)-N-(4-((4-(4-(trifluoromethyl)piperidin-1-yl)phenyl)amino)benzyl)pyrrolidine-3-carboxamide C1(CC1)C(=O)N1CC(CC1)C(=O)NCC1=CC=C(C=C1)NC1=CC=C(C=C1)N1CCC(CC1)C(F)(F)F